vinyl coumarate C(\C=C\C1=CC=C(C=C1)O)(=O)OC=C